N(=O)[Ni] nitrosonickel